CC1=CC=C(C=C1)S(=O)(=O)OC1=C(C(=CC=C1)C)C dimethylphenyl p-toluenesulfonate